[(1R)-1-[3-[[2-(tert-butoxycarbonylamino)acetyl]amino]phenyl]-3-(3,4-dimethoxyphenyl)propyl] (2S)-1-(3,3-dimethyl-2-oxo-pentanoyl)piperidine-2-carboxylate CC(C(C(=O)N1[C@@H](CCCC1)C(=O)O[C@H](CCC1=CC(=C(C=C1)OC)OC)C1=CC(=CC=C1)NC(CNC(=O)OC(C)(C)C)=O)=O)(CC)C